(P)-1-(5-FLUORO-2-METHOXY-4-VINYLPHENYL)-N-(ISOXAZOL-3-YL)-2-OXO-1,2-DIHYDROQUINOLINE-6-SULFONAMIDE FC=1C(=CC(=C(C1)N1C(C=CC2=CC(=CC=C12)S(=O)(=O)NC1=NOC=C1)=O)OC)C=C